2-cyclopropyl-7-(3,5-dimethyl-1,2-oxazol-4-yl)-N-[(2S)-1-(4-{[5-(3-methyl-1,2-oxazol-5-yl)thiophen-2-yl]sulfonyl}piperazin-1-yl)propan-2-yl]thieno[3,2-d]pyrimidin-4-amin C1(CC1)C=1N=C(C2=C(N1)C(=CS2)C=2C(=NOC2C)C)N[C@H](CN2CCN(CC2)S(=O)(=O)C=2SC(=CC2)C2=CC(=NO2)C)C